(3-(2-Chloro-5-((1R,3R)-2,2-dichloro-3-(3,5-dichlorophenyl)cyclopropane-1-carboxamido)benzamido)-2,4-difluorophenyl)carbamic acid tert-butyl ester C(C)(C)(C)OC(NC1=C(C(=C(C=C1)F)NC(C1=C(C=CC(=C1)NC(=O)[C@@H]1C([C@H]1C1=CC(=CC(=C1)Cl)Cl)(Cl)Cl)Cl)=O)F)=O